N-(methyl-d3)-5-(4-((7-methyl-6-oxo-5H-1,5-naphthyridin-3-yl)methyl)piperazine-1-yl)pyridine-2-carboxamide C(NC(=O)C1=NC=C(C=C1)N1CCN(CC1)CC=1C=NC=2C=C(C(NC2C1)=O)C)([2H])([2H])[2H]